[Mg].[Ni].[Cu].[Si].[Al] aluminum-silicon-copper-nickel-magnesium